FC=1C=CC(=NC1O)C1=NN=C(S1)CN1C2(CC2)C(N(C1=O)C1(CC1)C1=CC=CC=C1)=O 4-((5-(5-fluoro-6-hydroxypyridin-2-yl)-1,3,4-thiadiazol-2-yl)methyl)-6-(1-phenylcyclopropyl)-4,6-diazaspiro[2.4]heptane-5,7-dione